Ethyl 2-(1,1-difluoro-6-oxospiro[2.5]oct-5-yl)-2-oxoacetate FC1(CC12CC(C(CC2)=O)C(C(=O)OCC)=O)F